4-{{2-(4-methylphenyl)imidazo[1,2-a]pyridine-3-yl}methyl}piperazin-1-yl-methanone CC1=CC=C(C=C1)C=1N=C2N(C=CC=C2)C1CN1CCN(CC1)C=O